3-isopropyl-2-(2-methoxypyridin-4-yl)-5-(1-(2,2,2-trifluoroethyl)piperidin-4-yl)-1H-indole C(C)(C)C1=C(NC2=CC=C(C=C12)C1CCN(CC1)CC(F)(F)F)C1=CC(=NC=C1)OC